N1=NCNC1 1,2,4-Triazolen